(2-aminophenyl)(2-fluorophenyl)methanone NC1=C(C=CC=C1)C(=O)C1=C(C=CC=C1)F